N1N=CN=C1SC#N 1H-1,2,4-triazol-5-ylthiocyanate